1H-pyrazolo[3,4-b]pyridine-4-carboxylic acid ethyl ester C(C)OC(=O)C=1C2=C(N=CC1)NN=C2